(1R,3S)-3-(3-(2-(3-hydroxy-2-((E)-(isopropylimino)methyl)-5-methoxyphenoxy)acetamido)-1H-pyrazol-5-yl)cyclopentyl (1-methylcyclobutyl)carbamate CC1(CCC1)NC(O[C@H]1C[C@H](CC1)C1=CC(=NN1)NC(COC1=C(C(=CC(=C1)OC)O)/C=N/C(C)C)=O)=O